FC(C=1C=CC(=C2C=CC=NC12)N1C[C@@H](C[C@@H](C1)C)NC([C@H](C(C)C)O)=O)F (2S)-N-[(3R,5S)-1-[8-(difluoromethyl)quinolin-5-yl]-5-methylpiperidin-3-yl]-2-hydroxy-3-methylbutyramide